4-chloro-N-(5-methyl-2-(3-nitrophenoxy)pyridin-3-yl)-3-(trifluoromethyl)benzenesulfonamide ClC1=C(C=C(C=C1)S(=O)(=O)NC=1C(=NC=C(C1)C)OC1=CC(=CC=C1)[N+](=O)[O-])C(F)(F)F